BrC1=CC(=NC=C1)N1N=CC(=C1)S(=O)(=O)N(COCC[Si](C)(C)C)C=1C(=CC=C2C=NN(C12)C)OC 1-(4-bromopyridin-2-yl)-N-(6-methoxy-1-methylindazol-7-yl)-N-{[2-(trimethylsilyl)ethoxy]methyl}pyrazole-4-sulfonamide